(8-(5-bromooxazole-2-carbonyl)-8-azabicyclo[3.2.1]oct-3-yl) carbamate C(N)(OC1CC2CCC(C1)N2C(=O)C=2OC(=CN2)Br)=O